[4-Fluoro-3-(6-fluoro-7-morpholin-4-yl-quinazolin-4-yl)-phenyl]-(6-methoxy-pyridazin-3-yl)-methanol FC1=C(C=C(C=C1)C(O)C=1N=NC(=CC1)OC)C1=NC=NC2=CC(=C(C=C12)F)N1CCOCC1